FC1=C(C=CC=C1)N1C(=NC2=C(N=C(N=C2N2[C@H](CN(CC2)C(=O)OC(C)(C)C)C)OC[C@H]2N(CCC2)C)C1=O)C(F)(F)F tert-butyl (S)-4-(7-(2-fluorophenyl)-2-(((S)-1-methylpyrrolidin-2-yl)methoxy)-8-oxo-6-(trifluoromethyl)-7,8-dihydropyrimido[5,4-d]pyrimidin-4-yl)-3-methylpiperazine-1-carboxylate